[Si](C1=CC=CC=C1)(C1=CC=CC=C1)(C(C)(C)C)OC1CCNCC1 4-[(tert-butyldiphenylsilyl)oxy]piperidine